5-{1-[Ethyl-(4-fluoro-phenyl)-carbamoyl]-piperidin-4-carbonyl}-1-methyl-1H-indol C(C)N(C(=O)N1CCC(CC1)C(=O)C=1C=C2C=CN(C2=CC1)C)C1=CC=C(C=C1)F